2-amino-9,9-dihexylfluorene NC1=CC=2C(C3=CC=CC=C3C2C=C1)(CCCCCC)CCCCCC